4-methyl-5-{3-methyl-7-[6-((S)-2-methyl-morpholin-4-yl)-pyridazin-3-ylamino]-3H-imidazo[4,5-b]pyridin-5-yloxy}-pyridine-2-carbonitrile CC1=CC(=NC=C1OC1=CC(=C2C(=N1)N(C=N2)C)NC=2N=NC(=CC2)N2C[C@@H](OCC2)C)C#N